bisphenol A diglycidyl-carbonate C(C1CO1)OC(OCC1CO1)=O.OC1=CC=C(C=C1)C(C)(C)C1=CC=C(C=C1)O